(S)-4-(3-amino-2-(dimethylamino)propyl)-2-fluorobenzamide NC[C@H](CC1=CC(=C(C(=O)N)C=C1)F)N(C)C